O1C(=NCCC1)C1=CC=C(C=C1)C=1OCCCN1 1,4-bis(5,6-dihydro-4H-1,3-oxazin-2-yl)benzene